4-bromo-6-chloroindole BrC1=C2C=CNC2=CC(=C1)Cl